3-(1H-imidazol-5-yl)-6-(methylsulfonyl)-2-(3-(trifluoromethyl)-1H-1,2,4-triazol-5-yl)imidazo[1,2-a]pyrimidine N1C=NC=C1C1=C(N=C2N1C=C(C=N2)S(=O)(=O)C)C2=NC(=NN2)C(F)(F)F